(R)-4-(7-(4-cyanopyridin-2-yl)-5-(2-fluorophenyl)-7H-pyrrolo[2,3-d]pyrimidin-4-yl)-3-methylpiperazine-1-carboxylic acid tert-butyl ester C(C)(C)(C)OC(=O)N1C[C@H](N(CC1)C=1C2=C(N=CN1)N(C=C2C2=C(C=CC=C2)F)C2=NC=CC(=C2)C#N)C